(3aR,4R,6aR)-4-(4-amino-2-oxopyrimidin-1(2H)-yl)-6-(hydroxymethyl)-2,2-dimethyltetrahydrofurano[3,4-d][1,3]Dioxole-4-carbonitrile NC1=NC(N(C=C1)[C@@]1(OC([C@H]2OC(O[C@H]21)(C)C)CO)C#N)=O